NC=1C=NON1 4-amino-1,2,5-oxadiazol